diphenyl-norbornene C1(=CC=CC=C1)C1=C(C2CCC1C2)C2=CC=CC=C2